CN1C=NC(=C1)C1=CC=C(C=C1)CN 1-[4-(1-methyl-1H-imidazol-4-yl)phenyl]methylamine